CC1=CN=CN1 C5-methylimidazole